FC=1C=C(C=CC1F)NC(=O)C=1N(C(=C2C(NC(COC21)(C)C)=O)C)C N-(3,4-difluorophenyl)-3,3,6,7-tetramethyl-5-oxo-3,4,5,7-tetrahydro-2H-pyrrolo[3,4-f][1,4]oxazepine-8-carboxamide